Cl.FC(C1(CC1)CN)(F)F [1-(trifluoromethyl)cyclopropyl]methylamine, hydrochloride